(4-(2-methoxyethoxy)-2-(thiazol-5-yl)quinolin-6-yl)oxetan-3-carboxamide COCCOC1=CC(=NC2=CC=C(C=C12)C1OCC1C(=O)N)C1=CN=CS1